FC=1C=C(C(=O)NCC2=NC=C3C=CC(=NC3=C2)C2=NC(=CC=C2)F)C=C(C1)S(=O)(=O)C 3-fluoro-N-((2-(6-fluoropyridin-2-yl)-1,6-naphthyridin-7-yl)methyl)-5-(methylsulfonyl)benzamide